FC1=CC=C(/C=C/[N+](=O)[O-])C=C1 (E)-4-fluoro-β-nitrostyrene